BrC1=C2C(=NN(C2=CC=C1)C)N bromo-1-methyl-1H-indazol-3-amine